BrC1=CC=C(C=2NN=NC21)Br 4,7-dibromo-benzotriazole